methyl ((4-methoxyphenyl)sulfonyl)-L-prolinate COC1=CC=C(C=C1)S(=O)(=O)N1[C@@H](CCC1)C(=O)OC